C1NCC2=CC(=CC=C12)CN1CCN(CC1)CCCCCNC(OC(C)(C)C)=O tert-butyl (5-(4-(isoindolin-5-ylmethyl)piperazin-1-yl)pentyl)carbamate